Cl.OC(COC1=C(C#N)C=CC=C1)CNC(CC1=CNC2=CC=CC=C12)(C)C 2-{2-hydroxy-3-{{2-(3-indolyl)-1,1-dimethylethyl}amino}propoxy}-benzonitrile hydrochloride